C(C)(=O)N([C@@H](CSC(C1=CC=CC=C1)(C1=CC=CC=C1)C1=CC=CC=C1)C(=O)OC(C)Cl)C(=O)OC(C)(C)C 1-Chloroethyl N-acetyl-N-(tert-butoxycarbonyl)-S-trityl-L-cysteinate